1-cyclopropyl-6-fluoro-7-[2-(methylamino)ethoxy]-3-({[(3S)-1-(6-methylpyridin-3-yl)piperidin-3-yl][(2-methylpyridin-4-yl)methyl]amino}methyl)-1,4-di-hydroquinolin-4-one C1(CC1)N1C=C(C(C2=CC(=C(C=C12)OCCNC)F)=O)CN(CC1=CC(=NC=C1)C)[C@@H]1CN(CCC1)C=1C=NC(=CC1)C